3-(5-cyclopropylpyridin-3-yl)-3-(5-(2-(5,6,7,8-tetrahydro-1,8-naphthyridin-2-yl)ethoxy)-1H-indazol-1-yl)propionic acid C1(CC1)C=1C=C(C=NC1)C(CC(=O)O)N1N=CC2=CC(=CC=C12)OCCC1=NC=2NCCCC2C=C1